C(C)(C)(C)[C@](N(C(N[C@H](C(=O)OC(C)(C)C)CCCCN(C(CCCCCCC(=O)ON1C(CCC1=O)=O)=O)CC1=CC=C(C=C1)Br)=O)C(C)(C)C)(CCC(=O)[O-])C(=O)[O-] di-tert-Butyl(((S)-6-(N-(4-bromobenzyl)-8-((2,5-dioxopyrrolidin-1-yl)oxy)-8-oxooctanamido)-1-(tert-butoxy)-1-oxohexan-2-yl)carbamoyl)-L-glutamate